P(=O)(OCN1C(OC2=C1C=C(C=C2C)NC2=NC(=NC=C2C)NC2=CC(=CC(=C2)C)OC)=O)([O-])[O-].[Na+].[Na+] Sodium (5-(2-(3-methoxy-5-methylphenylamino)-5-methylpyrimidin-4-ylamino)-7-methyl-2-oxobenzo[d]oxazol-3(2H)-yl)methyl phosphate